C(C)(C)(C)OC(=O)N1CC(CC1)N 3-Amino-pyrrolidine-1-carboxylic acid tert-butyl ester